N-(5-(4-(piperidin-1-ylmethyl)phenyl)-[1,2,4]triazolo[1,5-a]pyridin-2-yl)cyclopropanecarboxamide N1(CCCCC1)CC1=CC=C(C=C1)C1=CC=CC=2N1N=C(N2)NC(=O)C2CC2